I[Si]1(C[Si](C1)(C)I)C 1,3-diiodo-1,3-dimethyl-1,3-disilacyclobutane